PHENYLPROPYL CARBAMATE C(N)(OCCCC1=CC=CC=C1)=O